(R)-tert-butyl 11,11-difluoro-3-methyl-9-methylene-3,4,8,9,10,11-hexahydro-1H-pyrido[4',3':3,4]pyrazolo[1,5-a]azepine-2(7H)-carboxylate FC1(C=2N(CCC(C1)=C)N=C1C2CN([C@@H](C1)C)C(=O)OC(C)(C)C)F